(1R,2R)-2-(9H-fluoren-9-ylmethoxycarbonyl-amino)cyclohexane-1-carboxylic acid C1=CC=CC=2C3=CC=CC=C3C(C12)COC(=O)N[C@H]1[C@@H](CCCC1)C(=O)O